ON1C(CC(CC1(C)C)NC([C@H](CCCNC(OCC1C2=CC=CC=C2C=2C=CC=CC12)=O)NC(=O)[C@H]1NCCC1)=O)(C)C (9H-fluoren-9-yl)methyl ((S)-5-((1-hydroxy-2,2,6,6-tetramethylpiperidin-4-yl)amino)-5-oxo-4-((S)-pyrrolidine-2-carboxamido)pentyl)carbamate